C(CCCCCCCCCCC)OS(=O)(=O)[O-].[Na+] Sodium Dodecyl-Sulfate